ClC=1C=C(C=CC1C(=O)N1CCN(CC1)C(C[C@H]1CNCC1)=O)NC(=O)C=1N(C(=CN1)C1=C(C(=C(C=C1)C=1C=NN(C1C)CCOC)F)F)C N-[3-chloro-4-[4-[2-[(3S)-pyrrolidin-3-yl]acetyl]piperazine-1-carbonyl]phenyl]-5-[2,3-difluoro-4-[1-(2-methoxyethyl)-5-methyl-pyrazol-4-yl]phenyl]-1-methyl-imidazole-2-carboxamide